2-fluoro-3-(tetrahydro-1H-pyrrol-1-yl)benzoic acid FC1=C(C(=O)O)C=CC=C1N1CCCC1